[2-(4-chloro-2-fluoro-phenyl)-4-fluoro-2H-chromen-8-yl]piperidine ClC1=CC(=C(C=C1)C1OC2=C(C=CC=C2C(=C1)F)N1CCCCC1)F